FC(C(=O)O)(F)F.CN(CCC=1C(NC2=CC=CC(=C2C1)OC)=O)C 3-(2-(Dimethylamino)ethyl)-5-methoxyquinolin-2(1H)-one trifluoroacetate